N-methyl-4-(5-methyl-2-piperidyl)benzamide CNC(C1=CC=C(C=C1)C1NCC(CC1)C)=O